C(C)(C)(C)[Si](OCCC(CO)C)(C1=CC=CC=C1)C1=CC=CC=C1 4-[tert-butyl-(diphenyl)silyl]oxy-2-methyl-butan-1-ol